[O-]S(=O)(=O)C(F)(F)F.C1(=CC=CC=C1)[S+](C=C)C1=CC=CC=C1 diphenyl(vinyl)sulfonium triflate